3-Dimethylamino-N-[8-(6-methoxy-pyridin-2-yl)-2,3-dihydro-benzo[1,4]dioxin-2-ylmethyl]-propionamide CN(CCC(=O)NCC1COC2=C(O1)C(=CC=C2)C2=NC(=CC=C2)OC)C